2,4-di-O-benzyl-D-ribitol C(C1=CC=CC=C1)O[C@@H](CO)[C@H](O)[C@H](OCC1=CC=CC=C1)CO